4-(3-(1H-imidazol-1-yl)azetidin-1-yl)-7-(8-ethyl-7-fluoro-3-(methoxymethoxy)naphthalen-1-yl)-8-fluoro-2-(((2R,7aS)-2-fluorohexahydro-1H-pyrrolizin-7a-yl)methoxy)pyrido[4,3-d]pyrimidine N1(C=NC=C1)C1CN(C1)C=1C2=C(N=C(N1)OC[C@]13CCCN3C[C@@H](C1)F)C(=C(N=C2)C2=CC(=CC1=CC=C(C(=C21)CC)F)OCOC)F